B1C(COO1)C1=C(N)C=CC=C1 2-(4,5-dioxaborolan-2-yl)aniline